tert-butyl (2R,4R)-2-(cyanomethyl)-4-fluoropyrrolidine-1-carboxylate C(#N)C[C@H]1N(C[C@@H](C1)F)C(=O)OC(C)(C)C